N=1C=C(N2C1C=CC=C2)C(=O)N2CC1=C(CC2)C(=CS1)C(=O)NC1=NC=CC(=C1)C(F)(F)F 6-(Imidazo[1,2-a]pyridin-3-carbonyl)-N-(4-(trifluoromethyl)pyridin-2-yl)-4,5,6,7-tetrahydrothieno[2,3-c]pyridin-3-carboxamid